C(N)(OC(CN1C=C(C2=CC=CC=C12)C(=O)N1CCN(CC1)C1=NC=C(C=N1)C(F)(F)F)CC(C)(C)C)=O tert-butyl-(1-(3-(4-(5-(trifluoromethyl) pyrimidin-2-yl) piperazin-1-carbonyl)-1H-indol-1-yl) propan-2-yl) carbamate